ClC1=CC=C(CC2=NSC(=N2)OC2=CC(=C(C=C2C)N=CN(C)CC)C)C=C1 N'-(4-{[3-(4-chlorobenzyl)-1,2,4-thiadiazol-5-yl]oxy}-2,5-dimethylphenyl)-N-ethyl-N-methylimidoformamide